ethyl-4-hydroxy-1-(2-hydroxy-2-methylpropyl)-5-oxo-2,5-dihydro-1H-pyrrole C(C)C1N(C(C(=C1)O)=O)CC(C)(C)O